Methyl 4-((2S,3R,4R,5S)-3-(3,4-difluoro-2-methoxyphenyl)-4,5-dimethyl-5-(trifluoromethyl)tetrahydrofuran-2-carboxamido)picolinate FC=1C(=C(C=CC1F)[C@@H]1[C@H](O[C@@]([C@@H]1C)(C(F)(F)F)C)C(=O)NC1=CC(=NC=C1)C(=O)OC)OC